ClC1=CC=C(C=C1)N1CCN(C2=CC=CC=C12)C(C(C)N1CCCC1)=O 1-(4-(4-Chlorophenyl)-3,4-dihydroquinoxalin-1(2H)-yl)-2-(pyrrolidin-1-yl)propan-1-one